4-methoxy-benzene-1-diazonium COC1=CC=C(C=C1)[N+]#N